N-(4-(4-amino-7-methyl-5-(4-(2-methyloxazol-4-yl)phenyl)-7H-pyrrolo[2,3-d]pyrimidin-6-yl)phenyl)methacrylamide NC=1C2=C(N=CN1)N(C(=C2C2=CC=C(C=C2)C=2N=C(OC2)C)C2=CC=C(C=C2)NC(C(=C)C)=O)C